OC1=C(C=CC(=C1)C)C=1C=2N(C(=NN1)NC1CN(CCC1)C(=O)[O-])N=CC2 3-((4-(2-hydroxy-4-methylphenyl)pyrazolo[1,5-d][1,2,4]triazin-7-yl)amino)piperidine-1-carboxylate